3,4-dibromo-sulfolane BrC1CS(=O)(=O)CC1Br